(R)-3-hydroxy-4-phenylbutan-2-one O[C@@H](C(C)=O)CC1=CC=CC=C1